C(C)(C)(C)OC(CC(C[C@@H](CCl)O)=O)=O.ClC=1C=C2C(=NC1)N(N=C2C2=CC=C(C=C2)C(F)(F)F)C2CN(CC2)C(C=C)=O 1-(3-(5-chloro-3-(4-(trifluoromethyl)phenyl)-1H-pyrazolo[3,4-b]pyridin-1-yl)pyrrolidin-1-yl)prop-2-en-1-one tert-butyl-(S)-6-chloro-5-hydroxy-3-oxohexanoate